FC1=C(OC2=C(C=C(C=C2)S(=O)(=O)C)C=2C3=C(C(N(C2)C)=O)NC=C3)C=C(C=C1)C(F)(F)F 4-{2-[2-fluoro-5-(trifluoromethyl)phenoxy]-5-(methylsulfonyl)phenyl}-6-methyl-1,6-dihydro-7H-pyrrolo[2,3-c]pyridin-7-one